3-(6-amino-4-oxo-benzo[d][1,2,3]triazin-3(4H)-yl)piperidine-2,6-dione NC1=CC2=C(N=NN(C2=O)C2C(NC(CC2)=O)=O)C=C1